O=C1[C@@H]2C[C@@H]2CN1C=1C=C(C=NC1)C(C)N1N=NC(=C1)C(=O)OCC ethyl 1-(1-(5-((1R,5S)-2-oxo-3-azabicyclo[3.1.0]hexan-3-yl)pyridin-3-yl)ethyl)-1H-1,2,3-triazole-4-carboxylate